C(C)(C)(C)OC(=O)N1CC=2N(C(=NC2C1)C1=NN(C2=CC(=CC=C12)Br)C1OCCCC1)COCC[Si](C)(C)C 2-(6-bromo-1-(tetrahydro-2H-pyran-2-yl)-1H-indazol-3-yl)-1-((2-(trimethylsilyl)ethoxy)methyl)-4,6-dihydropyrrolo[3,4-d]imidazole-5(1H)-carboxylic acid tert-butyl ester